2,6-dibromo-4-(methyldiphenylsilyl)aniline BrC1=C(N)C(=CC(=C1)[Si](C1=CC=CC=C1)(C1=CC=CC=C1)C)Br